CC1=NC=CC2=CC(=CC=C12)C(=O)NC1=CC2=C(C=N1)C=C(N2)[C@@H]2N(CCCC2)C (R)-1-methyl-N-(2-(1-methylpiperidin-2-yl)-1H-pyrrolo[3,2-c]pyridin-6-yl)isoquinoline-6-carboxamide